2-[5-[(1S)-1-[[2,4-dichloro-5-(trifluoromethyl)phenyl]carbamoyl-amino]ethyl]-1,2,4-triazol-1-yl]-N-methyl-thiazole-5-carboxamide ClC1=C(C=C(C(=C1)Cl)C(F)(F)F)NC(=O)N[C@@H](C)C1=NC=NN1C=1SC(=CN1)C(=O)NC